1-(3-hydrazinophenyl)-N,N-dimethyl-methanamine N(N)C=1C=C(C=CC1)CN(C)C